OCCCCCCN(CCC(=O)OCCC=1N=NN(C1)CCCCCCCC)CCC(=O)OCCC=1N=NN(C1)CCCCCCCC bis(2-(1-octyl-1H-1,2,3-triazol-4-yl)ethyl) 3,3'-((6-hydroxyhexyl)azanediyl)dipropionate